dodecyl-propyl-amine C(CCCCCCCCCCC)NCCC